O1CCOC12CCC(CC2)N2N=CC(=C2)B2OC(C(O2)(C)C)(C)C 1-(1,4-DIOXASPIRO[4.5]DECAN-8-YL)-4-(4,4,5,5-TETRAMETHYL-1,3,2-DIOXABOROLAN-2-YL)-1H-PYRAZOLE